5-(1-(5-bromo-6-chloropyridin-3-yl)-3-methoxycyclobutyl)-4-methyl-4H-1,2,4-triazole-3-thiol BrC=1C=C(C=NC1Cl)C1(CC(C1)OC)C=1N(C(=NN1)S)C